COC(C1=C(C=CC=C1)C=1C=CC2=C3C1C=CC=C3N(C=3C=CC=CC23)C2=NC(=NC(=C2)\C=C\C=C\C=C/C)C2=CC=CC=C2)=O 2-(7-{2-Phenyl-6-[(E)-((Z)-1-propenyl)buta-1,3-dienyl]pyrimidin-4-yl}-7H-7-aza-benzo[de]anthracen-3-yl)-benzoic acid methyl ester